4-amino-8-bromoimidazo[1,5-a]quinoxaline-7-carbonitrile NC=1C=2N(C3=CC(=C(C=C3N1)C#N)Br)C=NC2